COC(=O)C=1C(=C2C(=NC1)N(C=C2)CC(=O)N2[C@@H](C[C@H](C2)F)C(NCC2=C(C(=CC=C2)Cl)F)=O)N 4-amino-1-(2-((2S,4R)-2-((3-chloro-2-fluorobenzyl)carbamoyl)-4-fluoropyrrolidin-1-yl)-2-oxoethyl)-1H-pyrrolo[2,3-b]Pyridine-5-carboxylic acid methyl ester